rac-5-(((1R,2S,4S)-7-oxabicyclo(2.2.1)heptan-2-yl)oxy)-1,3,4-thiadiazol-2-amine [C@H]12[C@H](C[C@H](CC1)O2)OC2=NN=C(S2)N |r|